NCNCN 1,5-diaza-3-azapentane